(S)-tert-butylmethyl((8-(pyridin-4-yl)chroman-4-yl)methyl)carbamate C(C)(C)(C)OC(N(C[C@H]1CCOC2=C(C=CC=C12)C1=CC=NC=C1)C)=O